2-[(1S)-1-cyclohexylethoxy]-5-fluoro-N-(6-methoxy-2-methylpyridin-3-yl)-4-(3-oxo-5,6,7,8-tetrahydro[1,2,4]triazolo[4,3-a]pyridin-2(3H)-yl)benzamide C1(CCCCC1)[C@H](C)OC1=C(C(=O)NC=2C(=NC(=CC2)OC)C)C=C(C(=C1)N1N=C2N(CCCC2)C1=O)F